C(C)N(CC)CC.[C@@H]1(C[C@H](O)[C@@H](CO)O1)N1C=NC=2C(N)=NC=NC12 2'-deoxyadenosine triethylamine salt